3-((4-methyl-1H-indol-5-yl)oxy)benzamidine CC1=C2C=CNC2=CC=C1OC=1C=C(C(=N)N)C=CC1